CCN1C2=CC3=C(C=C2C(=O)C(=N1)C(=O)O)OCO3 The molecule is a member of the class of cinnolines that is 6,7-methylenedioxycinnolin-4(1H)-one bearing an ethyl group at position 1 and a carboxylic acid group at position 3. An analogue of oxolinic acid, it has similar antibacterial actions. It was formerly used for the treatment of urinary tract infections. It has a role as an antibacterial drug and an antiinfective agent. It is a member of cinnolines, an oxo carboxylic acid and an oxacycle.